CC1=C(C(=O)OCC2=CC=CC=C2)C=CC(=C1)C benzyl 2,4-dimethylbenzoate